N-(3-Chloro-4-fluorophenyl)-4-(5-(3-(2,3-dihydroxypropoxy)-1-methyl-1H-pyrazol-5-yl)-5-hydroxyoctahydropentalen-2-yl)-1-methyl-1H-imidazole-5-carboxamide ClC=1C=C(C=CC1F)NC(=O)C1=C(N=CN1C)C1CC2CC(CC2C1)(O)C1=CC(=NN1C)OCC(CO)O